C(\C=C\C(=O)O)(=O)O.C(C)(C)OC(=O)OCOP(=O)(OCOC(=O)OC(C)C)CO[C@@H](CN1C2=NC=NC(=C2N=C1)N)C 9-[(R)-2-[[bis[[(isopropoxycarbonyl)oxy]methoxy]phosphinyl]methoxy]propyl]adenine fumarate